C(C)OC(C=C1CCC(CC1)C1=C(C=C(C=C1)C=1C(=NC=CC1)OC1CCCC1)F)=O {4-[4-(2-cyclopentyloxy-pyridin-3-yl)-2-fluoro-phenyl]-cyclohexylidene}-acetic acid ethyl ester